(2-(2,6-dioxopiperidin-3-yl)-3-oxoisoindolin-5-yl)methyl((1r,3r)-3-phenylcyclobutyl)carbamate O=C1NC(CCC1N1CC2=CC=C(C=C2C1=O)OC(N(C1CC(C1)C1=CC=CC=C1)C)=O)=O